CN(C(=O)C1=CC=C2CCN(CC2=C1)C(=O)OC(C)(C)C)C tert-butyl 7-(dimethylcarbamoyl)-3,4-dihydroisoquinoline-2(1H)-carboxylate